(S)-1-(3-(4-amino-3-(3-fluoro-7-methoxy-5-methylbenzothiofuran-2-yl)-7-(5-(methoxymethyl)thiazol-2-yl)-1H-pyrazolo[4,3-c]pyridin-1-yl)pyrrolidin-1-yl)prop-2-en-1-one NC1=NC=C(C2=C1C(=NN2[C@@H]2CN(CC2)C(C=C)=O)C=2SC1=C(C2F)C=C(C=C1OC)C)C=1SC(=CN1)COC